ClC1=C(C=CC=C1NC1=C(C=CC=C1)OC(C)C)[C@@]1(CC(N(C(N1)=N)C1CCOCC1)=O)C (6S)-6-[2-Chloro-3-(2-isopropoxyanilino)phenyl]-2-imino-6-methyl-3-(tetrahydropyran-4-yl)hexahydropyrimidin-4-one